C1(CCC1)[Mg] (cyclobutyl)magnesium